indium-iron-bismuth [Bi].[Fe].[In]